di(2-methylphenyl)phosphorus oxide CC1=C(C=CC=C1)[P](C1=C(C=CC=C1)C)=O